OC=1C(C=C(NC1)CO)=O 5-hydroxy-2-(hydroxymethyl)pyridine-4(1H)-one